7-((tert-butyldiphenylsilyl)oxy)heptanal [Si](C1=CC=CC=C1)(C1=CC=CC=C1)(C(C)(C)C)OCCCCCCC=O